C1(=CC=CC=C1)COCCCC(C(=O)O)C 5-(phenylmethoxy)-2-methylpentanoic acid